C(C)C1=CC(=NN1)NC1=CC2=C(C(=NO2)N(S(=O)(=O)C2=C(C=C(C(=O)O)C=C2)OC)CC2=CC=C(C=C2)OC)C=C1OC 4-({6-[(5-ethyl-1H-pyrazol-3-yl)amino]-5-methoxy-1,2-benzoxazol-3-yl}[(4-methoxyphenyl)methyl]sulfamoyl)-3-methoxybenzoic acid